(4-bromo-2-(methylamino)phenyl)(1-((tert-butyldimethylsilyl)oxy)ethyl)(ethyl)phosphine oxide BrC1=CC(=C(C=C1)P(CC)(C(C)O[Si](C)(C)C(C)(C)C)=O)NC